methyl (E)-3-[(1S)-7-chloro-8-methoxy-2-(2-methoxyacetyl)-1-methyl-1,3-dihydropyrrolo[3,4-c]quinolin-6-yl]prop-2-enoate ClC=1C(=CC=2C3=C(C=NC2C1/C=C/C(=O)OC)CN([C@H]3C)C(COC)=O)OC